ClC(OC1=CC=C(C=C1)NC(=O)C=1C=C2CCN(C2=C(C1)C1=CC=NN1)C1CCCCC1)(F)F N-(4-(chlorodifluoromethoxy)phenyl)-1-cyclohexyl-7-(1H-pyrazol-5-yl)indoline-5-carboxamide